N1(CCCCC1)C(=O)C=1C=NN2C1C=CC=C2C2=CC=C(C(=O)NC=1C=NC=CC1)C=C2 4-(3-(piperidine-1-carbonyl)pyrazolo[1,5-a]pyridine-7-yl)-N-(pyridin-3-yl)benzamide